FC=1C=CC(=NC1)N1CCC(CC1)NC(=S)NC=1C=NC=CC1 1-(1-(5-Fluoropyridin-2-yl)piperidin-4-yl)-3-(pyridin-3-yl)thiourea